C(C)(C)(C)OC(=O)N(C1=CC(=NC=C1)OCCC([C@@H](CC(=O)OC(C)(C)C)C)F)C1=CC(=NN1C(C)(C)C)[C@@H]1C[C@@H](CC1)OC(=O)OC1=CC=C(C=C1)[N+](=O)[O-] tert-butyl (3R)-6-((4-((tert-butoxycarbonyl)(1-(tert-butyl)-3-((1S,3R)-3-(((4-nitrophenoxy)carbonyl)oxy)cyclopentyl)-1H-pyrazol-5-yl)amino)pyridin-2-yl)oxy)-4-fluoro-3-methylhexanoate